6-(2-(3-(tert-butyl)phenyl)-2-hydroxyacetyl)-2-(1-(3-fluorophenyl)cyclopropyl)-3,5,6,7,8,9-hexahydro-4H-pyrimido[5,4-c]azepin-4-one C(C)(C)(C)C=1C=C(C=CC1)C(C(=O)N1CC2=C(CCC1)N=C(NC2=O)C2(CC2)C2=CC(=CC=C2)F)O